FC1=C2C=CNC2=CC(=C1OC=1C=CC(=C(C1)C=1NC=C(N1)[C@H]1CCOC2=C(C=CC=C12)CC(=O)O)F)F (S)-2-(4-(2-(5-((4,6-Difluoro-1H-indol-5-yl)oxy)-2-fluorophenyl)-1H-imidazol-4-yl)chroman-8-yl)acetic acid